3-(((3S)-3-((2-(2,6-Dioxopiperidin-3-yl)-1-oxoisoindolin-5-yl)oxy)pyrrolidin-1-yl)methyl)quinoline-2-carbonitrile O=C1NC(CCC1N1C(C2=CC=C(C=C2C1)O[C@@H]1CN(CC1)CC=1C(=NC2=CC=CC=C2C1)C#N)=O)=O